(3S)-3-(((9,10-difluoro-3-methyl-7-oxo-3,7-dihydro-2H-[1,4]oxazino[2,3,4-ij]quinolin-6-yl)methyl)amino)piperidine FC=1C=C2C(C(=CN3C2=C(C1F)OCC3C)CN[C@@H]3CNCCC3)=O